CC1(OB(OC1(C)C)C=1C=NN(C1)CC(=O)N1CCN(CC1)C(=O)OC(C)(C)C)C tertbutyl 4-[2-[4-(4,4,5,5-tetramethyl-1,3,2-dioxaborolan-2-yl)pyrazol-1-yl]acetyl]piperazine-1-carboxylate